1,3,5-triacryloylaminohexahydro-s-triazine C(C=C)(=O)NN1CN(CN(C1)NC(C=C)=O)NC(C=C)=O